C(C1=CC=CC=C1)N(C(=O)C=1N=CC2=CC=CC=C2C1)C1C(CN(CC1)S(=O)(=O)CCCC)F N-benzyl-N-(1-(butylsulfonyl)-3-fluoropiperidin-4-yl)isoquinoline-3-carboxamide